3-(9-((4-(aminomethyl)-2-methylphenyl)carbamoyl)-4,5-dihydrobenzo[b]thieno[2,3-d]oxepin-8-yl)-6-((5-oxopyrrolidin-3-yl)carbamoyl)picolinic acid NCC1=CC(=C(C=C1)NC(=O)C1=CC2=C(OCCC3=C2SC=C3)C=C1C=1C(=NC(=CC1)C(NC1CNC(C1)=O)=O)C(=O)O)C